benzoylpyrrolidonecarboxylic acid hydrazide C(C1=CC=CC=C1)(=O)C1C(N(CC1)C(=O)NN)=O